C(N)(=O)C=1C(=NC(=C(N1)C1CC1)NC1CCOCC1)NC=1C=C(OCCCNC(OC(C)(C)C)=O)C=CC1 tert-butyl (3-(3-((3-carbamoyl-5-cyclopropyl-6-((tetrahydro-2H-pyran-4-yl)amino)pyrazin-2-yl)amino)phenoxy)propyl)carbamate